ClC1=NC(=NC=C1COCC)OC1=NC=CC(=C1F)C1=CC=2C(NCCC2N1)=O 2-(2-((4-chloro-5-(ethoxymethyl)pyrimidin-2-yl)oxy)-3-fluoropyridin-4-yl)-1,5,6,7-tetrahydro-4H-pyrrolo[3,2-c]pyridin-4-one